[5-FLUORO-2-(OXOLAN-2-YLMETHOXY)PHENYL]BORANEDIOL FC=1C=CC(=C(C1)B(O)O)OCC1OCCC1